C(#N)C=1C=C(N[C@H]2CC[C@H](CC2)C(=O)OC)C=C(C1)F methyl cis-4-(3-cyano-5-fluoro-anilino)cyclohexanecarboxylate